6-[[6-(trifluoromethyl)-2-pyridinyl]oxy]-1,3-benzothiazol-2-amine FC(C1=CC=CC(=N1)OC1=CC2=C(N=C(S2)N)C=C1)(F)F